3-[3-[4-[4-Amino-3-(4-phenoxyphenyl)pyrazolo[3,4-d]pyrimidin-1-yl]-1-piperidinyl]pyrrol-1-yl]azetidine-1-carboxylic acid tert-butyl ester C(C)(C)(C)OC(=O)N1CC(C1)N1C=C(C=C1)N1CCC(CC1)N1N=C(C=2C1=NC=NC2N)C2=CC=C(C=C2)OC2=CC=CC=C2